BrC=1C=C(C=2N(C1)N=CC2)C=2C=NC(=CC2)N2[C@H]1[C@H](CN([C@H]1C2)CC=2C=NC(=CC2)OC)O 6-bromo-4-(6-((1S,4S,5R)-4-hydroxy-2-((6-methoxypyridin-3-yl)methyl)-2,6-diazabicyclo[3.2.0]Heptane-6-yl)pyridin-3-yl)pyrazolo[1,5-a]Pyridine